5-hydroxy-1-isopentyl-cyclopent-1-ene OC1CCC=C1CCC(C)C